N1C(=NC=2C=NC=CC21)CN(CCCCN)C2CCCC=1C=CC=NC21 N1-(1H-imidazo[4,5-c]pyridin-2-ylmethyl)-N1-(5,6,7,8-tetrahydro-quinolin-8-yl)-butane-1,4-diamine